4-((3,5-difluorobenzyl)amino)-2-((1-methyl-1H-pyrazol-4-yl)amino)pyrimidin-5-carboxamide FC=1C=C(CNC2=NC(=NC=C2C(=O)N)NC=2C=NN(C2)C)C=C(C1)F